2-[(4S)-4-acetamido-3-oxo-1,2-oxazolidin-2-yl]-5-oxooxolane-2-carboxylic acid C(C)(=O)N[C@@H]1C(N(OC1)C1(OC(CC1)=O)C(=O)O)=O